FC(C(Cl)(F)F)(Cl)I 1,2,2-trifluoro-1,2-dichloroiodoethane